ClC1=NC=C2C=C(N=C(C2=C1)N1CCCC1)C1=C(C(=CC(=C1Cl)OC)OC)Cl 7-chloro-3-(2,6-dichloro-3,5-dimethoxyphenyl)-1-(pyrrolidin-1-yl)-2,6-naphthyridine